CC1COC2=C(N1)C=CC=C2 3,4-dihydro-3-methyl-2H-1,4-benzoxazine